2-amino-N-benzyl-4,5,6,7-tetrahydrobenzo[b]thiophene-3-carboxamide NC1=C(C2=C(S1)CCCC2)C(=O)NCC2=CC=CC=C2